C(C(COP(=O)([O-])[O-])O)O.[K+].[K+] Potassium Glycerophosphate